NC=1C=C(C=C(C1)C(F)(F)F)[C@@H](C)NC1=NC(=NC2=CC(=C(C=C12)OC1CCN(CC1)CC=1C=C2CN(C(C2=CC1)=O)C1C(NC(CC1)=O)=O)OC)C 3-(5-((4-((4-(((R)-1-(3-amino-5-(trifluoromethyl)phenyl)ethyl)amino)-7-methoxy-2-methylquinazolin-6-yl)oxy)piperidin-1-yl)methyl)-1-oxoisoindoline-2-yl)piperidine-2,6-dione